C(C)N(C1=CC=C(C=C1)S(=O)(=O)O)CC N,N-diethyl-4-aminobenzenesulfonic acid